C(CCC)C=1C=CC2=C(NC(=N2)NC(=O)C=2OC=CC2)C1 N-(6-butyl-1H-benzo[d]imidazol-2-yl)furan-2-carboxamide